9,9-bis((4,4''-bis((2-ethylhexyl)oxy)-[1,1':3',1''-terphenyl]-5'-yl)methyl)-7-(4,4,5,5-tetramethyl-1,3,2-dioxaborolan-2-yl)-9H-fluorene-2-carbonitrile C(C)C(COC1=CC=C(C=C1)C1=CC(=CC(=C1)CC1(C2=CC(=CC=C2C=2C=CC(=CC12)C#N)B1OC(C(O1)(C)C)(C)C)CC=1C=C(C=C(C1)C1=CC=C(C=C1)OCC(CCCC)CC)C1=CC=C(C=C1)OCC(CCCC)CC)C1=CC=C(C=C1)OCC(CCCC)CC)CCCC